C(C1=CC=CC=C1)OC1=NC(=CC=C1N1C(N(C2=C1C=CC=C2C=2CCN(CC2)C(=O)OC(C)(C)C)C)=O)OCC2=CC=CC=C2 tert-butyl 4-[1-(2,6-dibenzyl oxy-3-pyridyl)-3-methyl-2-oxo-benzimidazol-4-yl]-3,6-dihydro-2H-pyridine-1-carboxylate